benzotriazol-1-yl-oxy-tris-(dimethylamino)phosphonium hexafluorophosphate F[P-](F)(F)(F)(F)F.N1(N=NC2=C1C=CC=C2)O[P+](N(C)C)(N(C)C)N(C)C